5-cyclopropyl-6-(tetrahydro-2H-pyran-4-ylamino)nicotinic acid C1(CC1)C=1C(=NC=C(C(=O)O)C1)NC1CCOCC1